FC1=NC(=C2N=CN(C2=N1)C1OCCCC1)NCC1=C(C=CC(=C1)C)O 2-fluoro-6-[(2-hydroxy-5-methylbenzyl)amino]-9-(tetrahydro-2H-pyran-2-yl)-9H-purine